CN1[C@@H](C(=C[C@H](C1)C)C=1C=C(C=C2C=CNC12)C)CO ((2S,5R)-1,5-dimethyl-3-(5-methyl-1H-indol-7-yl)-1,2,5,6-tetrahydropyridin-2-yl)methanol